(3aR,9aS)-6-((2,3-difluorophenyl)amino)-7-(3-fluoropyridin-4-yl)-1,2,3,3a,4,9a-hexahydro-5H-cyclopenta[e]pyrrolo[1,2-a]pyrazin-5-one FC1=C(C=CC=C1F)NC=1C(=CN2C1C(N[C@H]1[C@@H]2CCC1)=O)C1=C(C=NC=C1)F